C(C)C1(CSC2=C(N(C1=O)C1=CC=CC=C1)C=C(C(=C2)OC)I)C(C)C 3-ethyl-7-iodo-3-isopropyl-8-methoxy-5-phenyl-2,3-dihydro-1,5-benzothiazepin-4(5H)-one